N-(1-methylpiperidin-4-yl)-5'-(prop-2-enamido)-[2,3'-bipyridine]-6-carboxamide CN1CCC(CC1)NC(=O)C1=CC=CC(=N1)C=1C=NC=C(C1)NC(C=C)=O